CC=1N=C(SC1C(=O)OCCCCOC)NC(CCNC(C1=CC(=CC=C1)C1=NOC(=N1)C)=O)=O 4-Methoxybutyl 4-methyl-2-(3-(3-(5-methyl-1,2,4-oxadiazol-3-yl)benzamido)propanamido)thiazole-5-carboxylate